NC1=NC=C(C=2C1=CNN2)NC(C(N2[C@H](CCC[C@H]2C(F)(F)F)C2=CC=CC=C2)=O)=O |r| N-(4-Amino-2H-pyrazolo[4,3-c]pyridin-7-yl)-2-oxo-2-[rac-(2R,6S)-2-phenyl-6-(trifluoromethyl)-1-piperidyl]acetamide